NC=1OC(=CN1)C1=CC=C(C=C1)C1=CC=NC=N1 6-[4-(2-Amino-oxazol-5-yl)-phenyl]-pyrimidin